CC1=C(SC=C1)NC1=C(C(=O)OC)C=C(C=C1)C(F)(F)F methyl 2-((3-methyl-thiophen-2-yl)-amino)-5-(trifluoro-methyl)benzoate